cis-2-(3-bromo-4-fluorobenzyl)-3-((methylsulfonyl)amino)pyrrolidine-1-carboxylic acid tert-butyl ester C(C)(C)(C)OC(=O)N1[C@H]([C@H](CC1)NS(=O)(=O)C)CC1=CC(=C(C=C1)F)Br